FC(C(=O)O)(F)F.N1CC(CC1)C1=CC=C(C#N)C=C1 4-(Pyrrolidin-3-yl)benzonitrile 2,2,2-trifluoroacetic acid salt